3-(2,6-Dichloro-3,5-dimethoxy-phenyl)-1-{6-[4-(4-ethyl-piperazin-1-yl)-phenylamino]-pyrimid-4-yl}-methyl-urea ClC1=C(C(=C(C=C1OC)OC)Cl)NC(N(C1=NC=NC(=C1)NC1=CC=C(C=C1)N1CCN(CC1)CC)C)=O